2,5-Dimethyl-3-(2-(1-methyl-7-azabicyclo[2.2.1]heptan-7-yl)acetyl)-1H-pyrrol CC=1NC(=CC1C(CN1C2(CCC1CC2)C)=O)C